[(2R)-2-(4-carboxybutanoyloxy)-3-hexadecanoyloxypropyl] 2-(trimethylazaniumyl)ethyl phosphate P(=O)(OC[C@@H](COC(CCCCCCCCCCCCCCC)=O)OC(CCCC(=O)O)=O)(OCC[N+](C)(C)C)[O-]